(R)-1'-(4-Benzyl-1-((2-(trimethylsilyl)ethoxy)methyl)-1H-imidazole-2-carbonyl)-6-chloro-5-fluorospiro[benzo[d][1,3]oxazine-4,3'-piperidin]-2(1H)-one C(C1=CC=CC=C1)C=1N=C(N(C1)COCC[Si](C)(C)C)C(=O)N1C[C@@]2(CCC1)C1=C(NC(O2)=O)C=CC(=C1F)Cl